C(C)(C)(C)OC(=O)NC1=CC=C(C=C1)C=1SC=C(N1)C(=O)NCC(=O)OC Methyl (2-(4-((tert-butoxycarbonyl)amino)phenyl)thiazole-4-carbonyl)glycinate